iso-Heptan CCCCC(C)C